2-{3-[1-(propane-2-yl)-1H-1,2,3-benzotriazol-5-yl]-1,2,4-thiadiazol-5-yl}phenol CC(C)N1N=NC2=C1C=CC(=C2)C2=NSC(=N2)C2=C(C=CC=C2)O